Cl.[C@@H]12NC[C@@H](CC1)C2 (1R,4S)-2-azabicyclo[2.2.1]heptane HCl salt